N-[2-(p-methoxybenzenesulfonyloxy)phenyl]-N'-[3-(p-methoxybenzenesulfonyloxy)phenyl]urea COC1=CC=C(C=C1)S(=O)(=O)OC1=C(C=CC=C1)NC(=O)NC1=CC(=CC=C1)OS(=O)(=O)C1=CC=C(C=C1)OC